C(CCCCCCCCCCC)C1(OC(OC1)(C)C)COCCCCCCCCCCCC (Dodecyl)4-Dodecyloxymethyl-2,2-dimethyl-1,3-dioxolane